O=C1NC(CC[C@H]1N1CC2=CC=C(C(=C2C1=O)F)CNC(OC1CC(C1)N1N=CC2=CC=CC=C12)=O)=O (1r,3r)-3-(1H-indazol-1-yl)cyclobutyl ((2-(2,6-dioxopiperidin-3-yl)-4-fluoro-3-oxoisoindolin-5-yl)methyl)carbamate